C(C)C1=CC2=C(C3=CC=CC=C3C(=C2C=C1)OC(=O)C1C(C2C=CC1C2)C(=O)O)OC(=O)C2C(C1C=CC2C1)C(=O)O 2-ethyl-9,10-bis[2-carboxy(3,6-methano-4-cyclohexenyl)]carbonyloxy-anthracene